2-Oxo-N-(5-((5-(trifluoromethyl)pyridin-2-yl)oxy)-2,3-dihydrobenzofuran-7-yl)-piperidine-4-carboxamide O=C1NCCC(C1)C(=O)NC1=CC(=CC=2CCOC21)OC2=NC=C(C=C2)C(F)(F)F